1-(5-Bromo-7-methyl-1H-benzoimidazol-2-yl)-1H-pyrazole BrC1=CC2=C(NC(=N2)N2N=CC=C2)C(=C1)C